FC1=C(C=CC=C1F)[C@@H]1N(OCC1)C1=CC(=NC=N1)NC1=CC=C(C=C1)[C@H]1NOCC1 6-((R)-3-(2,3-difluorophenyl)isoxazolidin-2-yl)-N-(4-((S)-isoxazolidin-3-yl)phenyl)pyrimidin-4-amine